C(C=C)C(=CC(=O)OCCOCCO)CC=C diethylene glycol bisallyl-acrylate